2-methyl-2-(1-(1-methylcyclopropyl)-1H-pyrazol-4-yl)cyclopentan-1-one CC1(C(CCC1)=O)C=1C=NN(C1)C1(CC1)C